C(#C)C1=CC(N(C=2N=C(N=CC21)NC2=CC=C(C=C2)N2CCN(CC2)C)C2C(NCC2)=O)=O 3-(5-ethynyl-2-{[4-(4-methylpiperazin-1-yl)phenyl]amino}-7-oxopyrido[2,3-d]pyrimidin-8-yl)pyrrolidin-2-one